tert-butyl (2S)-2-amino-5-[[(benzyloxy)carbonyl]amino]pentanoate hydrochloride Cl.N[C@H](C(=O)OC(C)(C)C)CCCNC(=O)OCC1=CC=CC=C1